FC1=CC=C(C=C1)N1N=CC2=CC(=C(C=C12)C)C12CN(CC2C1C1=CC=CC=C1)C(=O)C1=CC=CC=C1 (1-(1-(4-fluorophenyl)-6-methyl-1H-indazol-5-yl)-6-phenyl-3-azabicyclo[3.1.0]hexane-3-yl)(phenyl)methanone